4-hydroxy-N-[[4-(4-methyl-1,3-thiazol-5-yl)phenyl]methyl]pyrrolidine-2-carboxamide hydrochloride Cl.OC1CC(NC1)C(=O)NCC1=CC=C(C=C1)C1=C(N=CS1)C